6-methyl-4-(1-phenylethenyl)-1-tosyl-1,6-dihydro-7H-pyrrolo[2,3-c]pyridin-7-one CN1C(C2=C(C(=C1)C(=C)C1=CC=CC=C1)C=CN2S(=O)(=O)C2=CC=C(C)C=C2)=O